(3-(5-(2-hydroxy-2-methylpropoxy)pyridin-2-yl)-1-methyl-1H-pyrazol-4-yl)-6-(1H-pyrazol-3-yl)picolinamide methoxymethyl-3-fluoro-4-hydroxy-6-(methoxymethoxy)-2,5-dimethylbenzoate COCOC(C1=C(C(=C(C(=C1OCOC)C)O)F)C)=O.OC(COC=1C=CC(=NC1)C1=NN(C=C1C=1C(=NC(=CC1)C1=NNC=C1)C(=O)N)C)(C)C